ClC1=NC=NC2=CC(=CC=C12)C(F)(F)F 4-chloro-7-(trifluoromethyl)quinazoline